C1(CC1)C1=NC=NC(=C1C=1N=C(C2=C(N1)C=CC=N2)OCC2=CC=C(C=C2)C=2N(C=C(N2)C(C)(C)O)C)OC 2-(2-(4-(((2-(4-cyclopropyl-6-methoxypyrimidin-5-yl)pyrido[3,2-d]pyrimidin-4-yl)oxy)methyl)phenyl)-1-methyl-1H-imidazol-4-yl)propan-2-ol